propyl gallate (3,4,5-trihydroxybenzoate) OC=1C=C(C(=O)O)C=C(C1O)O.C(C1=CC(O)=C(O)C(O)=C1)(=O)OCCC